1,3-bis(3,5-dipyridin-3-yl-phenyl)benzene N1=CC(=CC=C1)C=1C=C(C=C(C1)C=1C=NC=CC1)C1=CC(=CC=C1)C1=CC(=CC(=C1)C=1C=NC=CC1)C=1C=NC=CC1